S1C(=CC2=C1C=CC=N2)C2=CC1=C(C=CC=N1)S2 thienopyridyl-(thienopyridine)